ClC1=NC=C(C(=N1)NC1=C(C=CC=C1)NS(=O)(=O)C)F N-(2-((2-chloro-5-fluoropyrimidin-4-yl)amino)phenyl)methanesulfonamide